4-[4-(1,3-benzodioxan-5-yl)-5-(2-pyridinyl)-1H-imidazol-2-yl]-benzamide O1COCC2=C1C=CC=C2C=2N=C(NC2C2=NC=CC=C2)C2=CC=C(C(=O)N)C=C2